3-((3-(1-(3-((2-(dinonylamino)ethyl)(nonyl)amino)propanoyl)piperidin-4-yl)propyl)(nonyl)amino)propyl hexanoate C(CCCCC)(=O)OCCCN(CCCCCCCCC)CCCC1CCN(CC1)C(CCN(CCCCCCCCC)CCN(CCCCCCCCC)CCCCCCCCC)=O